6-hydroxy-2,5,7,8-tetramethyl-chroman-2-formic acid OC=1C(=C2CCC(OC2=C(C1C)C)(C(=O)O)C)C